C1(CC1)N1C=C(C(C2=CC(=C(C=C12)N1C[C@H](OCC1)CO)F)=O)CN(CC1=CC(=NC=C1)C)[C@@H]1CN(CCC1)C=1C=NC(=CC1)C 1-cyclopropyl-6-fluoro-7-[(2S)-2-(hydroxymethyl)morpholin-4-yl]-3-({[(3S)-1-(6-methylpyridin-3-yl)piperidin-3-yl][(2-methylpyridin-4-yl)methyl]amino}methyl)-1,4-dihydroquinolin-4-one